FC1=CC=C(C=C1)N1CC=2N(N=C(C2C1)C1=C(C=CC=C1)OCC(F)(F)F)C 5-(4-fluorophenyl)-1-methyl-3-[2-(2,2,2-trifluoroethoxy)phenyl]-1,4,5,6-tetrahydropyrrolo[3,4-c]pyrazole